ClC=1C=C(C=CC1C(NCCN1CC(CC1)CO)=O)NC(=O)C=1N(C(=CN1)C1=C(C(=C(C=C1)OC)F)F)C N-[3-chloro-4-[2-[3-(hydroxymethyl)pyrrolidin-1-yl]ethylcarbamoyl]phenyl]-5-(2,3-difluoro-4-methoxy-phenyl)-1-methyl-imidazole-2-carboxamide